C1(CC1)CN1N=C(C=2CCCCC12)C(=O)NC1=C(C=NC=C1)C 1-(cyclopropylmethyl)-N-(3-methylpyridin-4-yl)-4,5,6,7-tetrahydro-1H-indazole-3-carboxamide